COC(COC1CN(C1)C1=C2C(N(C(C2=CC=C1)=O)C1C(NC(CC1)=O)=O)=O)OC [3-(2,2-dimethoxyethoxy)azetidin-1-yl]-2-(2,6-dioxo-3-piperidyl)isoindoline-1,3-dione